1-(2-((2-ethoxy-4-(4-methyl-4H-1,2,4-triazol-3-yl)phenyl)amino)-6-methylpyrido[3,4-d]pyrimidin-8-yl)-4-methylpiperidine-4-carbonitrile C(C)OC1=C(C=CC(=C1)C1=NN=CN1C)NC=1N=CC2=C(N1)C(=NC(=C2)C)N2CCC(CC2)(C#N)C